(2-oxo-1,2-dihydro-3H-imidazo[4,5-c]pyridin-3-yl)-4-(trifluoromethyl)-3,4-dihydroquinazolin-2(1H)-one O=C1NC2=C(C=NC=C2)N1N1C(NC(C2=CC=CC=C12)C(F)(F)F)=O